(R)-N-((R)-1-(4-cyclopropylthiazol-2-yl)ethyl)-2-methylpropane-2-sulfinamide C1(CC1)C=1N=C(SC1)[C@@H](C)N[S@](=O)C(C)(C)C